(1S,2S)-N-(6-(5-chloro-6-fluoro-7-(piperidin-1-yl)-1H-indazol-4-yl)imidazo[1,2-a]pyrazin-2-yl)-2-fluorocyclopropane-1-carboxamide ClC=1C(=C2C=NNC2=C(C1F)N1CCCCC1)C=1N=CC=2N(C1)C=C(N2)NC(=O)[C@H]2[C@H](C2)F